FC=1C=NC(=NC1)C=1C=C(C=CC1C)NC(=O)[C@@H]1N(CC[C@@H]1C)C1=NC=CC=C1 (2R,3S)-N-[3-(5-fluoropyrimidin-2-yl)-4-methylphenyl]-3-methyl-1-pyridin-2-ylpyrrolidine-2-carboxamide